mannosyllactate C1([C@@H](O)[C@@H](O)[C@H](O)[C@H](O1)CO)OC(C(O)C)=O